P(O)(=O)(OP(=O)(O)OP(=O)(O)O)OC[C@@H]1[C@H]([C@H]([C@@H](O1)N1C=NC=2C(=O)NC(N)=NC12)O)O Guanosin triphosphate